FC1=C(C(=C(C(=C1F)F)F)F)[B-](C1=C(C(=C(C(=C1F)F)F)F)F)(C1=C(C(=C(C(=C1F)F)F)F)F)C1=C(C(=C(C(=C1F)F)F)F)F.C[NH+](CCCCCCCCCCCC)CCCCCCCCCCCC N-methyl-N,N-didodecylammonium tetrakis(perfluorophenyl)borate